N1CCC(CC1)CN1CCN(CC1)C=1C=C(C=CC1)N[C@H]1C(NC(CC1)=O)=O |r| (±)-3-((3-(4-(Piperidin-4-ylmethyl)piperazin-1-yl)phenyl)amino)piperidine-2,6-dione